2-[3-[6-[3-(5-chloro-2-fluoro-phenyl)-1H-pyrazol-4-yl]-1,5-naphthyridin-3-yl]pyrazol-1-yl]-N-methyl-ethanamine ClC=1C=CC(=C(C1)C1=NNC=C1C=1N=C2C=C(C=NC2=CC1)C1=NN(C=C1)CCNC)F